FC(C(CC#N)C1=CC=CC=C1)(F)F 4,4,4-trifluoro-3-phenylbutanenitrile